CSCCCCCCOC(C)=O Methylthiohexylacetate